NCCNCCC[SiH2]OC N-(2-aminoethyl)-3-aminopropyl-methoxysilane